NCCNCCC[Si](OCC)(OCC)C γ-(2-aminoethyl)aminopropylmethyl-diethoxysilane